CC1([C@H](C1)C(=O)NC1=NC2=C(N1C1=CC(=NO1)C)C=C(C=C2)C(F)(F)F)C (S)-2,2-dimethyl-N-(1-(3-methylisoxazol-5-yl)-6-(trifluoromethyl)-1H-benzo[d]imidazol-2-yl)cyclopropane-1-carboxamide